tert-butyl {(3R,6S)-6-[2-(dimethylmethylamino)-2-oxoethyl]tetrahydro-2H-pyran-3-yl}carbamate CC(NC(C[C@@H]1CC[C@H](CO1)NC(OC(C)(C)C)=O)=O)C